F[P-](F)(F)(F)(F)F.CC1(OCCN(C1)[CH+]N)C dimethyl-aminomorpholino-carbenium hexafluorophosphate